C(C)OC(=O)C1=CC=NC2=CC=C(C=C12)Br.C(C)(=O)N1CC2(CN(C2)C=2C=C3C(=CC=NC3=CC2)C(=O)OCC)C1 Ethyl 6-(6-acetyl-2,6-diazaspiro[3.3]heptan-2-yl)quinoline-4-carboxylate Ethyl-6-bromoquinoline-4-carboxylate